3-(3-(ethoxycarbonyl)phenyl)-2-oxo-2,3-dihydro-1H-benzo[d]imidazole-1-carboxylic acid tert-butyl ester C(C)(C)(C)OC(=O)N1C(N(C2=C1C=CC=C2)C2=CC(=CC=C2)C(=O)OCC)=O